CN(C(=O)C1NC(C2C1CCC2)=O)C=2C=C(C=CC2)C N-Methyl-3-oxo-N-(m-tolyl)octahydrocyclopenta[c]pyrrole-1-carboxamide